O=C1C=2N(C(NC2N=C(N1)NC(C)=O)=O)CC1=CC=C(C=C1)C(F)(F)F.[K] Potassium N-(6,8-dioxo-7-(4-(trifluoromethyl)benzyl)-6,7,8,9-tetrahydro-1H-purin-2-yl)acetamide